6-(3-(2-chloro-4-((4-cyclopropyl-1-(2,6-dichloro-4-fluorophenyl)-1H-pyrazol-5-yl)methoxy)phenyl)-3-hydroxyazetidin-1-yl)-5-fluoronicotinic acid methyl ester COC(C1=CN=C(C(=C1)F)N1CC(C1)(O)C1=C(C=C(C=C1)OCC1=C(C=NN1C1=C(C=C(C=C1Cl)F)Cl)C1CC1)Cl)=O